NC1=C(C=C(C=C1)C1=CC=C(C=C1)N)C 4,4'-diamino-3-methylbiphenyl